xylyltin chloride C1(=C(C(=CC=C1)C)C)[Sn](Cl)(Cl)Cl